phenyl-dimethyl-pentenal C1(=CC=CC=C1)C(C=O)=CC(C)(C)C